4-(1-methyl-1H-benzo[d]imidazol-5-yl)-N-(4-(4-methylpiperazin-1-yl)phenyl)-5-(trifluoromethyl)pyrimidin-2-amine CN1C=NC2=C1C=CC(=C2)C2=NC(=NC=C2C(F)(F)F)NC2=CC=C(C=C2)N2CCN(CC2)C